(2-{[2-(1H-1,3-benzodiazol-2-yl)ethyl]amino}ethyl)-N-[(3-fluoropyridin-2-yl)methyl]-[1,3]oxazolo[4,5-c]pyridin-4-amine N1C(=NC2=C1C=CC=C2)CCNCCC=2OC1=C(C(=NC=C1)NCC1=NC=CC=C1F)N2